C1CSSC1CCCCC(=O)OP(=O)(O)OC[C@@H]2[C@H]([C@H]([C@@H](O2)N3C=NC4=C(N=CN=C43)N)O)O The molecule is a purine ribonucleoside 5'-monophosphate having adenine as the nucleobase and a lipoyl group attached to one of the phosphate OH groups. It has a role as an Escherichia coli metabolite and a mouse metabolite. It is a purine ribonucleoside 5'-monophosphate, a member of dithiolanes and an acyclic mixed acid anhydride. It derives from an adenosine 5'-monophosphate, a lipoic acid and an octanoic acid. It is a conjugate acid of a lipoyl-AMP(1-).